ClC1=CC(=C(C=C1)C1(OC2=C(O1)C=CC=C2C2CCN(CC2)CC2=NC1=C(N2CC2=CC(=NN2)COC)C=C(C=C1)C(=O)O)C)F 2-({4-[2-(4-chloro-2-fluorophenyl)-2-methyl-1,3-benzodioxol-4-yl]piperidin-1-yl}methyl)-1-{[3-(methoxymethyl)-1H-pyrazol-5-yl]methyl}-1H-benzimidazole-6-carboxylic acid